8-(oxetan-3-yl)-3,8-diazabicyclo[3.2.1]octan O1CC(C1)N1C2CNCC1CC2